benzo[h][1,6]naphthyridin-2(1H)-one N1C(C=CC2=CN=C3C(=C12)C=CC=C3)=O